2-((4-(6-((4-Chloro-2-fluorobenzyl)oxy)pyridin-2-yl)piperidin-1-yl)(cyclopropyl)methyl)-1-(((S)-oxetan-2-yl)methyl)-1H-benzo[d]imidazole-6-carboxylate ClC1=CC(=C(COC2=CC=CC(=N2)C2CCN(CC2)C(C2=NC3=C(N2C[C@H]2OCC2)C=C(C=C3)C(=O)[O-])C3CC3)C=C1)F